C(C)(C)(C)OC(CNCC=1C=C2C(N(C(C2=CC1OC1=CC(=CC=C1)C#N)=O)C=1C(=C(C=CC1)C1=CC=CC=C1)C)=O)=O ((6-((3-cyanophenyl)oxy)-2-(2-methyl-[1,1'-biphenyl]-3-yl)-1,3-dioxoisoIndolin-5-yl)methyl)glycine tert-butyl ester